difluoro-6,6'-di(trifluoromethyl)biphenyl FC=1C(=C(C(=CC1)C(F)(F)F)C1=CC=CC=C1C(F)(F)F)F